(2R,3R,4S)-2-[2-chloro-6-[[(1R)-6-bromoindan-1-yl]amino]purin-9-yl]tetrahydrothiophene-3,4-diol ClC1=NC(=C2N=CN(C2=N1)[C@@H]1SC[C@H]([C@H]1O)O)N[C@@H]1CCC2=CC=C(C=C12)Br